tert-butyl (E)-8-[1-bromo-3-[(1R,3R)-3-(tert-butoxycarbonyl-amino)cyclohexyl]-8-[(2,4-dimethoxyphenyl)methylamino]imidazo[1,5-a]pyrazin-5-yl]oct-7-enoate BrC=1N=C(N2C1C(=NC=C2/C=C/CCCCCC(=O)OC(C)(C)C)NCC2=C(C=C(C=C2)OC)OC)[C@H]2C[C@@H](CCC2)NC(=O)OC(C)(C)C